C(CCC\C=C\CCCC)CC(=O)[O-] (E)-5-decen-1-ylacetate